FC(C(=O)O)(F)F.N1CCC=CC1 1,2,3,6-tetrahydropyridine 2,2,2-trifluoroacetate